C(C1=CC=CC=C1)OC=1C(=CC=C2CN(C(C12)=O)C1C(NC(CC1)=O)=O)OC 3-(7-(benzyloxy)-6-methoxy-1-oxoisoindolin-2-yl)piperidine-2,6-dione